tert-butyl 2-[5-bromo-3-(ethanesulfonyl)pyridin-2-yl]-6-(trifluoromethyl)pyrrolo[3,2-b]pyridine-1-carboxylate BrC=1C=C(C(=NC1)C1=CC2=NC=C(C=C2N1C(=O)OC(C)(C)C)C(F)(F)F)S(=O)(=O)CC